COC(=O)NS(=O)(=O)C1=CC=C(C=C1)OC(F)(F)F.[Li] Lithium methoxycarbonyl-4-(trifluoromethoxy)phenylsulfonamide